C1(CCCCC1)[C@@H](C(=O)N1[C@@H](CCC1)C=1SC=C(N1)C(C1=CC=C(C=C1)F)=O)NC(C(C)NC)=O N-((S)-1-cyclohexyl-2-((S)-2-(4-(4-fluorobenzoyl)thiazol-2-yl)pyrrolidin-1-yl)-2-oxoethyl)-2-(methylamino)propanamide